3-chloro-4-(pyridylmethoxy)aniline ClC=1C=C(N)C=CC1OCC1=NC=CC=C1